(S)-2-amino-3-(6-((6-methyl-1,2,4,5-tetrazin-3-yl)amino)pyridin-3-yl)propanoic acid N[C@H](C(=O)O)CC=1C=NC(=CC1)NC=1N=NC(=NN1)C